FC=1C=CC=C(C1)Br 5-fluorobromobenzene